C(N)(O[C@H]1CN(CCC1)C(C1=CC(=C(C(=C1)[N+](=O)[O-])NC)OC)=O)=O (R)-(1-(3-methoxy-4-(methylamino)-5-nitrobenzoyl) piperidin-3-yl) carbamate